5-Cyano-3,4-dimethyl-N-(5-methyl-1-(1-methyl-1H-pyrazol-4-yl)-1H-indazol-6-yl)-6-(trifluoromethyl)picolinamide C(#N)C=1C(=C(C(=NC1C(F)(F)F)C(=O)NC1=C(C=C2C=NN(C2=C1)C=1C=NN(C1)C)C)C)C